C(C1=CC=CC=C1)SC=1C=C(C=NC1OC)NC(=O)C=1OC(=CN1)C1=CC=CC=C1 N-(5-(benzylthio)-6-methoxypyridin-3-yl)-5-phenyloxazole-2-carboxamide